2-methyl-5-(3-phenylphenyl)aniline hydrochloride Cl.CC1=C(N)C=C(C=C1)C1=CC(=CC=C1)C1=CC=CC=C1